FC([C@](O)(C1CCN(CC1)C)C1=NC2=CC(=NC=C2C=C1)NC1=C(C=C(C=C1)N1N=CC=C1)F)(F)F (S)-2,2,2-trifluoro-1-(7-((2-fluoro-4-(1H-pyrazol-1-yl)phenyl)amino)-1,6-naphthyridin-2-yl)-1-(1-methylpiperidin-4-yl)ethan-1-ol